(benzyloxy)-3-hydroxybenzaldehyde C(C1=CC=CC=C1)OC1=C(C=O)C=CC=C1O